N-(cis-4-(4-methylpiperazin-1-yl)cyclohexyl)-5-(quinoxalin-6-yl)pyrrolo[2,1-f][1,2,4]triazin-2-amine CN1CCN(CC1)[C@H]1CC[C@H](CC1)NC1=NN2C(C=N1)=C(C=C2)C=2C=C1N=CC=NC1=CC2